COC(CN1CCN(CC1)C1=CC=C(C=C1)NC(=O)C=1C(NC=CC1NC1=C(C2=C(OCCN2)N=C1)C)=O)C N-(4-(4-(2-methoxypropyl)piperazin-1-yl)phenyl)-4-((8-methyl-2,3-dihydro-1H-pyrido[2,3-b][1,4]oxazin-7-yl)amino)-2-oxo-1,2-dihydropyridine-3-carboxamide